C(O)C(C(=O)O)CCCO 2,4-dimethylolbutyric acid